FC1=C(C(=CC=C1C(=O)C1=CNC2=NC=C(C=C21)C=2C(=NC(=NC2)SC)C)F)NS(=O)(=O)CCC N-(2,6-difluoro-3-(5-(4-methyl-2-(methylthio)pyrimidin-5-yl)-1H-pyrrolo[2,3-b]pyridine-3-carbonyl)phenyl)propane-1-sulfonamide